F[C@@H]1CN(CC[C@@H]1NC1=NN2C(C(=N1)OC)=C(C=C2)C=2C=CC1=C(N(N=N1)CCF)C2)C2(COC2)[2H] N-((3R,4S)-3-fluoro-1-(oxetan-3-yl-3-d)piperidin-4-yl)-5-(1-(2-fluoroethyl)-1H-benzo[d][1,2,3]triazol-6-yl)-4-methoxypyrrolo[2,1-f][1,2,4]triazin-2-amine